NC1=C(N=CC(=N1)N1CCC(CC1)(C)NC(OC(C)(C)C)=O)SC1=C(C=C(C=C1)N)Cl tert-Butyl (1-(6-amino-5-((4-amino-2-chlorophenyl)thio)pyrazin-2-yl)-4-methylpiperidin-4-yl)carbamate